[Na+].C1(=CC=CC=C1)C=1C=C2C=CC(=CC2=CC1C1=CC=CC=C1)S(=O)(=O)[O-] 6,7-diphenyl-naphthalene-2-sulfonic acid sodium salt